3-bromo-5-(1-methyl-1H-pyrazol-4-yl)pyrazolo[1,5-a]pyridine BrC=1C=NN2C1C=C(C=C2)C=2C=NN(C2)C